FC1([C@H](CN(CC1)[C@H](C(=O)NC1=NC=C(C=C1)C=1C=C(C=CC1)C)C)C1=CNC(C=C1)=O)F (S)-2-((S)-4,4-difluoro-3-(6-oxo-1,6-dihydropyridin-3-yl)piperidin-1-yl)-N-(5-(m-tolyl)pyridin-2-yl)propanamide